(2S)-amino-2-[3-(trifluoromethyl)bicyclo[1.1.1]pent-1-yl]acetic acid N[C@H](C(=O)O)C12CC(C1)(C2)C(F)(F)F